C(C1=CC=CC=C1)OC(=O)N[C@H](C(=O)N[C@H](C(=O)OC)C[C@H]1C(NCCC1)=O)CC1CC1 methyl (2S)-2-[[(2S)-2-(benzyloxycarbonylamino)-3-cyclopropyl-propanoyl]amino]-3-[(3S)-2-oxo-3-piperidyl]propanoate